CC1=CC=C(C=C1)[Si](C2=CC=C(C=C2)C)(OC)OC di(p-tolyl)dimethoxysilane